C(C)(C)(C)OC(NCCC(CCC1=CC=C(C=C1)SC)C)=O.C[Si](O[Si](O[Si](C)(C)C)(O[Si](C)(C)C)CC1=CC=C(C=C)C=C1)(C)C 4-[tris(trimethylsiloxy)silyl]methylstyrene tert-Butyl-3-methyl-5-(4-(methylthio)phenyl)pentylcarbamate